5-chloro-N-(2,2-difluoroethyl)-3-((3aR,3bR,4aS,5R,5aS)-2,2-dimethylhexahydrocyclopropa[3,4]cyclopenta[1,2-d][1,3]dioxol-5-yl)-3H-imidazo[4,5-b]pyridin-7-amine ClC1=CC(=C2C(=N1)N(C=N2)[C@@H]2[C@@H]1[C@H]([C@@H]3[C@H]2OC(O3)(C)C)C1)NCC(F)F